C1=CC(=CC=2OC3C(C21)C=CC=C3)C3=NC(=NC(=C3)C3=CC=CC=C3)B(O)O 4-(5a,9a-dihydrodibenzofuran-3-yl)-6-phenylpyrimidine-2-boronic acid